NC1=CN=NC2=CC(=CC=C12)C1=C(C=CC(=C1)O)N1N=C(C=C1)C#N 1-[2-(4-aminocinnolin-7-yl)-4-hydroxyphenyl]-1H-pyrazole-3-carbonitrile